5-amino-4-nitro-imidazole NC1=C(N=CN1)[N+](=O)[O-]